C(CCC)C(C(=O)O)(CC(=O)O)S(=O)(=O)O butyl-sulfosuccinic acid